C(C)(C)(C)C=1C(C(=CC(C1)=CC1=CC=C(C=C1)OC)C(C)(C)C)=O 2,6-di-tert-butyl-4-(4-methoxybenzylidene)cyclohex-2,5-dien-1-one